[2-(ethylsulfanyl)propyl]-2-propionyl-3-hydroxy-2-cyclohexen-1-one C(C)SC(CC1C(=C(C(CC1)=O)C(CC)=O)O)C